NCC1CC(CCC1)CNC(=NC1CCCCC1)NC1CCCCC1 1-(3-aminomethyl-cyclohexylmethyl)-2,3-dicyclohexylguanidine